S1C(=CC=2COCCC21)C(=O)N2C[C@H]1[C@@H](C2)C([C@@H](C1)C)=O (3aS,5R,6aR)-2-(6,7-dihydro-4H-thieno[3,2-c]pyran-2-ylcarbonyl)-5-methylhexahydrocyclopenta[c]pyrrole-4(1H)-one